2-(4-aminocyclohexyl)ethane-1-ol hydrochloride Cl.NC1CCC(CC1)CCO